C(#N)[C@@H]1N(CCN(C1)C(NC=1SC(=C(N1)C1=CC(=CC=C1)C#N)C1=CC(=NC(=C1)C)C)=O)C(=O)OC(C)(C)C tert-Butyl (2R)-2-cyano-4-[[4-(3-cyanophenyl)-5-(2,6-dimethyl-4-pyridyl)thiazol-2-yl]carbamoyl]piperazine-1-carboxylate